C(#N)C=1C=C(C=NC1N1CCOCC1)NC=1C(=NC(=C(N1)NC)C=1C2=C(C=NC1)N(C=N2)C)C(=O)OC Methyl 3-[(5-cyano-6-morpholino-3-pyridyl)amino]-5-(methylamino)-6-(3-methylimidazo[4,5-c]pyridin-7-yl)pyrazine-2-carboxylate